[N+](=O)([O-])C=1C=C2NCCNC2=CC1 6-Nitro-1,2,3,4-tetrahydroquinoxaline